2-(6-(((1r,2r,3s,5s)-2-fluoro-9-azabicyclo[3.3.1]non-3-yl)oxy)pyridazin-3-yl)-5-(5-methylfuran-3-yl)phenol F[C@@H]1[C@H]2CCC[C@@H](C[C@@H]1OC1=CC=C(N=N1)C1=C(C=C(C=C1)C1=COC(=C1)C)O)N2